O1CCOC12CCN(CC2)C2=C(N)C=CC=C2 2-(1,4-dioxa-8-azaspiro[4.5]decan-8-yl)aniline